ClC=1C(=NC(=NC1)NC=1C=NN(C1)C)NC=1C=C(C2=CC=CC=C2C1)NC(C=C)=O N-(3-((5-chloro-2-((1-methyl-1H-pyrazol-4-yl)amino)pyrimidin-4-yl)amino)naphthalen-1-yl)acrylamide